ClC=1N=C(C2=C(N1)C=NN2)C(=C)OCC 5-chloro-7-(1-ethoxyvinyl)-1H-pyrazolo[4,3-d]pyrimidine